2-[4-chloro-3-[[4-[(2S)-3-ethoxy-2-hydroxypropoxy]phenyl]methyl]phenyl]-6-methylsulfanyl-tetrahydropyran-3,4,5-triol ClC1=C(C=C(C=C1)C1OC(C(C(C1O)O)O)SC)CC1=CC=C(C=C1)OC[C@H](COCC)O